1-triethoxysilyl-2-bis(methyldiethoxysilylpropylamino)methylsilylethylene C(C)O[Si](C=C[SiH2]C(NCCC[Si](C)(OCC)OCC)NCCC[Si](OCC)(OCC)C)(OCC)OCC